BrC=1C=CC2=C(C3=C(C(OC(=N3)C=3N(N=C(C3)CN3N=CC4=C(C=CC=C34)Cl)C3=NC=CC=C3Cl)=O)C=C2C1)Cl 7-bromo-10-chloro-2-[5-[(4-chloroindazol-1-yl)methyl]-2-(3-chloro-2-pyridinyl)pyrazol-3-yl]benzo[g][3,1]benzoxazin-4-one